C1(CC1)C1=NN(C=N1)C1CC2(CN(C2)C(=O)N2CC3(C2)CN(C3)CC3=NC(=NO3)C(C)(F)F)C1 [6-(3-cyclopropyl-1,2,4-triazol-1-yl)-2-azaspiro[3.3]heptan-2-yl]-[6-[[3-(1,1-difluoroethyl)-1,2,4-oxadiazol-5-yl]methyl]-2,6-diazaspiro[3.3]heptan-2-yl]methanone